2-methoxypyridin-3-amine COC1=NC=CC=C1N